1,5-diazido-3-nitro-aza-pentane N(=[N+]=[N-])NCC(CCN=[N+]=[N-])[N+](=O)[O-]